C1CCC2=C(C1)C=CC(=C2)O The molecule is a member of the class tetralins that is 1,2,3,4-tetrahydronaphthalene which is substituted at position 6 by a hydroxy group.